C(C)N1[C@H]([C@@H](CCC1)C1=CC=2C(=NC=CC2NC=2C=CC3=C(N=CS3)C2)S1)C N-(2-((2S,3R)-1-ethyl-2-methylpiperidin-3-yl)thieno[2,3-b]pyridin-4-yl)benzo[d]thiazol-5-amine